ClC=1C=C(C=CC1Cl)C1=CN=C(O1)C=1C=C(C=CC1)NC(OC)=O Methyl {3-[5-(3,4-dichlorophenyl)-1,3-oxazol-2-yl]phenyl}carbamate